7-(6-(((R)-1-phenylethyl)amino)-6,7,8,9-tetrahydrodibenzo[b,d]furan-2-yl)-3,4-dihydroisoquinolin C1(=CC=CC=C1)[C@@H](C)NC1CCCC=2C3=C(OC21)C=CC(=C3)C3=CC=C2CCN=CC2=C3